FC(C(C(S(=O)(=O)[O-])(F)F)(F)F)(F)F.[Li+] Lithium heptafluoropropanesulfonate